tert-butyl 4-(7-bromo-6-chloro-2-(trifluoromethyl)quinazolin-4-yl)piperazine-1-carboxylate BrC1=C(C=C2C(=NC(=NC2=C1)C(F)(F)F)N1CCN(CC1)C(=O)OC(C)(C)C)Cl